ClC1=CC=2N(C(=N1)C1=C(C=C(C=C1)C(F)(F)F)F)C=C(C2)C 3-chloro-1-(2-fluoro-4-(trifluoromethyl)phenyl)-6-methylpyrrolo[1,2-c]pyrimidine